NC1=C(C=CC(=C1)Cl)S(=O)(=O)N[C@@H](C(C)C1=C(C(=CC=C1F)C)C)C=1OC(NN1)=O 2-amino-4-chloro-N-[(1S)-2-(6-fluoro-2,3-dimethylphenyl)-1-(5-oxo-4H-1,3,4-oxadiazol-2-yl)propyl]benzenesulfonamide